tert-butyl 4-(1H-indazol-6-yl)-3,6-dihydropyridine-1(2H)-carboxylate N1N=CC2=CC=C(C=C12)C=1CCN(CC1)C(=O)OC(C)(C)C